2,2-dinitroacetic acid ethyl ester C(C)OC(C([N+](=O)[O-])[N+](=O)[O-])=O